imino-1,3,5-triazine-2,4-dione N=C1NC(NC(N1)=O)=O